CC1=CC(=NN1C=1C=C2C=CN(C2=CC1)CC1=CC=C(C=C1)C1=CCC2(CN(C2)C)CC1)C(=O)N 5-methyl-1-(1-(4-(2-methyl-2-azaspiro[3.5]non-6-en-7-yl)benzyl)-1H-indol-5-yl)-1H-pyrazole-3-carboxamide